N-(5-bromo-quinolin-8-yl)benzamide BrC1=C2C=CC=NC2=C(C=C1)NC(C1=CC=CC=C1)=O